N-{(2-(2,6-dioxo(3-piperidyl))-1,3-dioxoisoindolin-4-yl)methyl}-2-furylcarboxamide O=C1NC(CCC1N1C(C2=CC=CC(=C2C1=O)CNC(=O)C=1OC=CC1)=O)=O